1-(cyclopropylmethyl)pyrrolidin C1(CC1)CN1CCCC1